FC=1C=CC(=C(C1)C1=C(C=CC=C1)C(C)C)OC=1C(=NC=NC1)N1CC2(CCN(C2)CC2=CC=C(C=C2)NC(C)=O)CC1 N-(4-((7-(5-((5-fluoro-2'-isopropyl-[1,1'-biphenyl]-2-yl)oxy)pyrimidin-4-yl)-2,7-diazaspiro[4.4]nonan-2-yl)methyl)phenyl)acetamide